6-(methoxy-d3)benzofuran-3(2H)-one C(OC1=CC2=C(C(CO2)=O)C=C1)([2H])([2H])[2H]